CC1=CC=C(C=C1)C1=CC2=C(C(CCO2)=O)C=C1 7-(4-methylphenyl)-3,4-dihydro-2H-1-benzopyran-4-one